4-((4-benzyl-1-ethynylcyclohexyl)oxy)phenol C(C1=CC=CC=C1)C1CCC(CC1)(C#C)OC1=CC=C(C=C1)O